5-chloro-3-(3,3,3-trifluoropropyl)quinazolin-4(3H)one ClC1=C2C(N(C=NC2=CC=C1)CCC(F)(F)F)=O